6-(8,8-difluoro-4-methyl-5,6,7,8-tetrahydro-1,5-naphthyridin-3-yl)-N3-(5,6-dihydro-11H-imidazo[1,2-a]pyrazolo[1,5-d][1,4]diazepin-8-yl)-7-fluoroisoquinoline-3,8-diamine FC1(CCNC=2C(=C(C=NC12)C=1C=C2C=C(N=CC2=C(C1F)N)NC1=NN2CC=3N(CCC2=C1)C=CN3)C)F